1-(2-bromoethyl)cyclopropanecarboxylic acid methyl ester COC(=O)C1(CC1)CCBr